2-(2,6-dimethylcyclohexyloxy)-1,3-propanediol CC1C(C(CCC1)C)OC(CO)CO